2-(4-((5-Cyclopropyl-3-(3,5-dichloropyridin-4-yl)isoxazol-4-yl)methoxy)bicyclo[2.2.2]octan-1-yl)-8-hydroxychinolin C1(CC1)C1=C(C(=NO1)C1=C(C=NC=C1Cl)Cl)COC12CCC(CC1)(CC2)C2=NC1=C(C=CC=C1C=C2)O